7-(5H-imidazo[5,1-a]isoindol-5-yl)-3-methyl-5,6,7,8-tetrahydroisoquinolin-8-ol C=1N=CN2C1C1=CC=CC=C1C2C2CCC=1C=C(N=CC1C2O)C